C(C1=CC=CC=C1)C=1NC(=NN1)C(=O)NC1C=2N(C3=C(OC1)C=CC=N3)C=CN2 5-benzyl-N-(6,7-dihydroimidazo[1,2-d]pyrido[3,2-b][1,4]oxazepin-7-yl)-4H-1,2,4-triazole-3-carboxamide